(E)-3-chloro-5-((1-hydroxy-2-methyl-propylimino)methyl)-phenyl 4-methyl-benzoate CC1=CC=C(C(=O)OC2=CC(=CC(=C2)/C=N/C(C(C)C)O)Cl)C=C1